N1CC(C1)N(C1=CC=CC=2N(C(N(C21)C)=O)C2C(NC(CC2)=O)=O)C 3-{4-[Azetidin-3-yl(methyl)amino]-3-methyl-2-oxo-1,3-benzodiazol-1-yl}piperidine-2,6-dione